(biphenylyl){[phenyl-(biphenylyl)triazinyl]phenyl}dibenzofuran C1(=C(C=CC=C1)C1=C(C2=C(OC3=C2C=CC=C3)C=C1)C1=C(C=CC=C1)C1=NN=NC(=C1C1=C(C=CC=C1)C1=CC=CC=C1)C1=CC=CC=C1)C1=CC=CC=C1